COC1=NC=C(C(=N1)OC)C=O 2,4-dimethoxypyrimidine-5-carbaldehyde